ethyl 2-[benzyl-[(4-methyl-2-pyridyl)methyl]amino]-2-oxo-acetate C(C1=CC=CC=C1)N(C(C(=O)OCC)=O)CC1=NC=CC(=C1)C